C[Si](CCN)(C)C 2-(trimethylsilyl)ethanamin